N-(5-((4-(3-(3,5-difluorophenyl)isoxazolidin-2-yl)pyridin-2-yl)amino)-2-((2-(dimethylamino)ethyl)(methyl)amino)-4-methoxyphenyl)acrylamide FC=1C=C(C=C(C1)F)C1N(OCC1)C1=CC(=NC=C1)NC=1C(=CC(=C(C1)NC(C=C)=O)N(C)CCN(C)C)OC